FC1=CC=C(C=C1)/C=C/B(O)O trans-2-(4-fluorophenyl)vinyl-boronic acid